2-(3-fluoro-4-methoxyphenyl)ethan-1-amine FC=1C=C(C=CC1OC)CCN